NC=1C=C(C=C(C1)C(F)(F)F)C(C)NC1=NC(=NC2=CC(=C(C=C12)NC)C(=O)N1CCN(CC1)C)C (4-((1-(3-amino-5-(trifluoromethyl)phenyl)ethyl)amino)-2-methyl-6-(methylamino)quinazolin-7-yl)(4-Methylpiperazin-1-yl)methanone